NC1=NC=C(C=2N=C(N=CC21)NC2CCC(CC2)O)C2=C(C=C(C#N)C=C2)F 4-(5-amino-2-(((1R,4R)-4-hydroxycyclohexyl)amino)pyrido[4,3-d]pyrimidin-8-yl)-3-fluorobenzonitrile